CNC1=CC(=NC=C1)N1C=CC=2C1=NC=C(C2)C#N 4-methylaminopyridin-2-yl-1H-pyrrolo[2,3-b]pyridine-5-carbonitrile